COC1=C2CCC(=CC2=CC=C1)N[C@H](C)C1=CC=C(C=C1)OC (R)-5-methoxy-N-[1-(4-methoxyphenyl)ethyl]-3,4-dihydronaphthalene-2-amine